((2,6-dioxo-4-phenylcyclohexylidene) methyl)-L-alaninate hydrochloride Cl.O=C1C(C(CC(C1)C1=CC=CC=C1)=O)=CN[C@@H](C)C(=O)O